C(#N)C1=CC=C(C=C1)N1CC(CC1=O)NC(=S)NC1=C(C=CC(=C1)Cl)Cl 1-[1-(4-Cyanophenyl)-5-oxopyrrolidin-3-yl]-3-(2,5-dichlorophenyl)thiourea